C(C)OC1=CC=C(C=C1)NC(=O)C1CC(CCC1C(C)C)C N-(4-ethoxyphenyl)-p-menthane-3-carboxamide